5-(6-isopropyl-2-(piperidin-4-yl)-4H-pyrrolo[3,2-d]thiazol-5-yl)-1,3,4-trimethylpyridin-2(1H)-one C(C)(C)C1=C(NC2=C1N=C(S2)C2CCNCC2)C=2C(=C(C(N(C2)C)=O)C)C